6-(6-Cyanopyrazolo[1,5-a]pyrimidin-3-yl)-4-(cyclopropylamino)pyridine-3-carboxylic acid C(#N)C=1C=NC=2N(C1)N=CC2C2=CC(=C(C=N2)C(=O)O)NC2CC2